[2-({[cis-4-(6-amino-2-chloro-9H-purin-9-yl)cyclohexyl]carbonyl}amino)-1,3-benzothiazol-6-yl]acetic acid NC1=C2N=CN(C2=NC(=N1)Cl)[C@H]1CC[C@H](CC1)C(=O)NC=1SC2=C(N1)C=CC(=C2)CC(=O)O